1,2-Bis(1-methyltetrazol-5-yl)ethan CN1N=NN=C1CCC1=NN=NN1C